tert-butyl (6-(tetrahydrofuran-2-yl)-5-(trifluoromethyl)pyridin-3-yl)carbamate O1C(CCC1)C1=C(C=C(C=N1)NC(OC(C)(C)C)=O)C(F)(F)F